2-Hydroxy-2-(2-methyl-1,3-benzothiazol-4-yl)acetic acid methyl ester COC(C(C1=CC=CC2=C1N=C(S2)C)O)=O